NC1=CC=C(C=C1)C=1C(=NC2=CC=C(C=C2N1)N)C 3-(4-aminophenyl)-2-methylquinoxalin-6-amine